NCCOCCOCCC(=O)NC1=C(C(=O)NC=2SC(=CC2)C)C=CC=C1 2-(3-(2-(2-aminoethoxy)ethoxy)propan-amido)-N-(5-methylthiophen-2-yl)benzamide